N-(tert-butyl)-2-((2-(4-(3-(dimethylamino)prop-1-yn-1-yl)pyridin-2-yl)-6,7-dihydro-5H-cyclopenta[d]pyrimidin-4-yl)(methyl)amino)acetamide C(C)(C)(C)NC(CN(C)C=1C2=C(N=C(N1)C1=NC=CC(=C1)C#CCN(C)C)CCC2)=O